C(C)(C)C1=C(OC2=CC=C(C#N)C=C2)C(=CC=C1)C(C)C 4-(2,6-diisopropylphenoxy)benzonitrile